(1R,5S)-N-methyl-N-[6-[4-(1H-pyrazol-4-yl)-1,3-benzothiazol-7-yl]-1,2,4-triazin-3-yl]-8-azabicyclo[3.2.1]-octan-3-amine CN(C1C[C@H]2CC[C@@H](C1)N2)C=2N=NC(=CN2)C2=CC=C(C=1N=CSC12)C=1C=NNC1